(S)-3-Methyl-1-(2,4,6-trimethylphenyl)-3-(3-vinylphenyl)-2-pyrrolidone C[C@@]1(C(N(CC1)C1=C(C=C(C=C1C)C)C)=O)C1=CC(=CC=C1)C=C